(2-naphthyl)trihydroxysilane C1=C(C=CC2=CC=CC=C12)[Si](O)(O)O